ClC=1C=2C=CC=3N(C2N=C(C1)C(C(F)(F)F)(F)F)C=C(N3)C=3OC=NN3 2-[4-chloro-2-(1,1,2,2,2-pentafluoroethyl)imidazo[1,2-a]1,8-naphthyridin-8-yl]-1,3,4-oxadiazole